COC=1C=C2CCC3(CCOCC3)C(C2=CC1)=O 6-Methoxy-2',3,3',4,5',6'-hexahydro-1H-spiro[naphthalene-2,4'-pyran]-1-one